C1(CC1)OC1=NC=CC=C1C=1C=NN2C1N=C(C=C2)N2C[C@H](CC2)NC(O[C@@H]2CNC(C2)=O)=O (S)-5-oxopyrrolidin-3-yl ((S)-1-(3-(2-cyclopropoxypyridin-3-yl)pyrazolo[1,5-a]pyrimidin-5-yl)pyrrolidin-3-yl)carbamate